BrC=1C(=NC=2N(C1O)N=CN2)C 6-bromo-5-methyl-[1,2,4]triazolo[1,5-a]pyrimidin-7-ol